heptakis(nonylphenyl) tetrakis(4,4'-isopropylidenediphenyl) pentaphosphite P(OC1=C(C=CC=C1)CCCCCCCCC)(OC1=C(C=CC=C1)CCCCCCCCC)OC1=CC=C(C=C1)C(C)(C)C1=CC=C(C=C1)OP(OC1=C(C=CC=C1)CCCCCCCCC)OC1=CC=C(C=C1)C(C)(C)C1=CC=C(C=C1)OP(OC1=C(C=CC=C1)CCCCCCCCC)OC1=CC=C(C=C1)C(C)(C)C1=CC=C(C=C1)OP(OC1=C(C=CC=C1)CCCCCCCCC)OC1=CC=C(C=C1)C(C)(C)C1=CC=C(C=C1)OP(OC1=C(C=CC=C1)CCCCCCCCC)OC1=C(C=CC=C1)CCCCCCCCC